O1N=CC2=CC(=CC=C12)\C=N\O (E)-1-oxaisoindol-5-formaldoxime